NC=1N=C(SC1)NC1=CC=C(C=C1)F 4-amino-2-(4-fluoroanilino)-1,3-thiazol